C(C1=CC=CC=C1)SC=1C=C2CCN(C2=CC1)C(=O)C=1C=C2CN(CC2=CC1)C(=O)OC(C)(C)C tert-butyl 5-(5-(benzylthio)indoline-1-carbonyl)isoindoline-2-carboxylate